C(CCCCCC)(=O)OC1=CC(=C(C(=C1)C(C)(C)C)O)C(C)(C)C 3,5-di-tert-butyl-4-hydroxyphenyl heptanoate